tert-butyl (2,2,3,3,5,5,6,6-2H8)piperazine-1-carboxylate N1(C(C(NC(C1([2H])[2H])([2H])[2H])([2H])[2H])([2H])[2H])C(=O)OC(C)(C)C